2-(2-chlorophenyl)-N-(4-phenoxy-3-sulfamoylphenyl)acetamide ClC1=C(C=CC=C1)CC(=O)NC1=CC(=C(C=C1)OC1=CC=CC=C1)S(N)(=O)=O